C(#N)C1=CC(=C(OC=2N=NC(=CC2C(=O)NC2=CC(=CC=C2)S(=O)(=O)C)C(F)(F)F)C=C1)OC 3-(4-Cyano-2-methoxyphenoxy)-N-(3-methanesulfonylphenyl)-6-(trifluoromethyl)pyridazine-4-carboxamide